tert-butyl (2S,5R)-4-[3-carbamoyl-2-(4-phenoxyphenyl)-2H-pyrazolo[4,3-b]pyridin-7-yl]-2,5-dimethylpiperazine-1-carboxylate C(N)(=O)C=1N(N=C2C1N=CC=C2N2C[C@@H](N(C[C@H]2C)C(=O)OC(C)(C)C)C)C2=CC=C(C=C2)OC2=CC=CC=C2